7-(Tetrahydro-2H-pyran-4-yl)isoquinoline-3-carboxylic acid methyl ester COC(=O)C=1N=CC2=CC(=CC=C2C1)C1CCOCC1